2-(3-bromo-5-methylphenyl)-N-methoxy-N-methylacetamide BrC=1C=C(C=C(C1)C)CC(=O)N(C)OC